4-(N-methylaminosulfonyl)benzamide CNS(=O)(=O)C1=CC=C(C(=O)N)C=C1